FC(CC)(F)C1=C(O[C@H](C(=O)OC)C)C=CC(=C1)[N+](=O)[O-] methyl (2S)-2-[2-(1,1-difluoropropyl)-4-nitrophenoxy]propanoate